2-methyl-2-propanyl-3-(4-((2S)-4-(5-(4-chloro-2-fluorophenyl)-2,3-dimethyl-4-oxo-3,4-dihydropyrido[4,3-d]pyrimidin-7-yl)-2-morpholinyl)-1H-pyrazol-1-yl)-1-azetidinecarboxylate CC1(N(CC1N1N=CC(=C1)[C@H]1CN(CCO1)C1=CC=2N=C(N(C(C2C(=N1)C1=C(C=C(C=C1)Cl)F)=O)C)C)C(=O)[O-])CCC